N[C@@H]1[C@@H](CC2=CC(=CC=C12)Br)O (1S,2R)-1-amino-5-bromo-2,3-dihydro-1H-inden-2-ol